CC1=CS(=O)(=O)OCC1 2-methyl-1-butene-1,4-sultone